FC=1C=NC=CC1C=1N=C(C2=C(N1)C=NC=C2)N([C@H](C(F)(F)F)C)C 2-(3-Fluoropyridin-4-yl)-N-methyl-N-[(2S)-1,1,1-trifluoropropan-2-yl]Pyrido[3,4-d]Pyrimidin-4-amine